1-(5-(2,4-difluorophenyl)-1-((3-(furan-3-yl)phenyl)sulfonyl)-1H-pyrrol-3-yl)-N-methyl-methylamine hydrochloride Cl.FC1=C(C=CC(=C1)F)C1=CC(=CN1S(=O)(=O)C1=CC(=CC=C1)C1=COC=C1)CNC